NCCSSCS (2-Aminoethyldisulfanyl)methanethiol